tri(t-butyldimethylsilyl) phosphate P(=O)(O[Si](C)(C)C(C)(C)C)(O[Si](C)(C)C(C)(C)C)O[Si](C)(C)C(C)(C)C